N-TERT-BUTYL-2-(4-FORMYLPIPERIDIN-1-YL)PROPANAMIDE C(C)(C)(C)NC(C(C)N1CCC(CC1)C=O)=O